7-[2-(3-chloro-2-pyridyl)-5-[[5-(trifluoromethyl)tetrazol-2-yl]methyl]pyrazol-3-yl]-2,2-difluoro-5-methyl-[1,3]dioxolo[4,5-f][3,1]benzoxazin-9-one ClC=1C(=NC=CC1)N1N=C(C=C1C1=NC2=C(C(O1)=O)C1=C(C=C2C)OC(O1)(F)F)CN1N=C(N=N1)C(F)(F)F